C(CCC)N(CCCC)C[C-]1C(=CC=C1)P(C(C)(C)C)C(C)(C)C.[CH-]1C=CC=C1.[Fe+2] 1-(N,N-dibutylaminomethyl)-2-(di-tert-butylphosphino)ferrocene